N-(cyclopropylmethyl)-6-[(2-ethyl-1,2-oxazinan-6-yl)methoxy]-7-methoxy-1H,2H,3H-cyclopenta[b]quinolin-9-amine C1(CC1)CNC1=C2C(=NC=3C=C(C(=CC13)OC)OCC1CCCN(O1)CC)CCC2